N-{4-methoxy-7-[4-(oxan-4-yloxy)phenyl]-[1,3]thiazolo[4,5-c]pyridin-2-yl}-8-oxa-2-azaspiro[4.5]decane-2-carboxamide COC1=NC=C(C2=C1N=C(S2)NC(=O)N2CC1(CC2)CCOCC1)C1=CC=C(C=C1)OC1CCOCC1